1,1-Difluoro-4-hydroxycyclohexane FC1(CCC(CC1)O)F